ethyl 4-[3-({4-[4-(4-aminobutanamido)-1-methylimidazole-2-amido]-1-methylpyrrol-2-yl} formamido)propanamido]-1-methylimidazole-2-carboxylate NCCCC(=O)NC=1N=C(N(C1)C)C(=O)NC=1C=C(N(C1)C)C(=O)NCCC(=O)NC=1N=C(N(C1)C)C(=O)OCC